1-(2-methoxyphenyl)triethylsilane COC1=C(C=CC=C1)[Si](CC)(CC)CC